O1C(CCC1)CCN1C(C=CC(=C1)B1OC(C(O1)(C)C)(C)C)=O 1-(2-(tetrahydrofuran-2-yl)ethyl)-5-(4,4,5,5-tetramethyl-1,3,2-dioxaborolan-2-yl)pyridin-2(1H)-one